N,N'-bis[(2,6-dinitrobenzyloxy)carbonyl]-1,4-phenylenediamine [N+](=O)([O-])C1=C(COC(=O)NC2=CC=C(C=C2)NC(=O)OCC2=C(C=CC=C2[N+](=O)[O-])[N+](=O)[O-])C(=CC=C1)[N+](=O)[O-]